C(=O)CN1C([NH+](CCC1)C)C 3-formylmethyl-1,2-dimethyl-1,4,5,6-tetrahydropyrimidinium